BrC=1C=CC=C2C(CC(OC12)(C)C)=O 8-bromo-2,2-dimethyl-chroman-4-one